Cl.NCC1=CC=C(C=C1)S(=O)(=O)C=1N=CC(=NC1)N(C)C 5-((4-(aminomethyl)phenyl)sulfonyl)-N,N-dimethylpyrazin-2-amine hydrochloride